C(C)(C)(C)OC(=O)N1CCN(CC1)C1CCN(CC1)C1=NC(=C(C=C1)C1=CN(C(C(=C1)C)=O)C)C(C)C 4-[1-[5-(1,5-dimethyl-6-oxo-3-pyridinyl)-6-isopropyl-2-pyridinyl]-4-piperidinyl]piperazine-1-carboxylic acid tert-butyl ester